3-((3-(methylcarbamoyl)-7-(trifluoromethyl)thieno[3,2-b]pyridin-5-yl)oxy)pyrrolidine-1-carboxylic acid tert-butyl ester C(C)(C)(C)OC(=O)N1CC(CC1)OC1=CC(=C2C(=N1)C(=CS2)C(NC)=O)C(F)(F)F